3-Methyl-1,2-butylene oxide CC(C1CO1)C